acetyl-D-phenylalanyl-cysteinyl-tyrosyl-D-tryptophanyl-lysyl-threonyl-cysteinyl-threonine C(C)(=O)N[C@H](CC1=CC=CC=C1)C(=O)N[C@@H](CS)C(=O)N[C@@H](CC1=CC=C(C=C1)O)C(=O)N[C@H](CC1=CNC2=CC=CC=C12)C(=O)N[C@@H](CCCCN)C(=O)N[C@@H]([C@H](O)C)C(=O)N[C@@H](CS)C(=O)N[C@@H]([C@H](O)C)C(=O)O